(1S)-2-(isopropylamino)-1-(3-pyridyl)ethanol C(C)(C)NC[C@@H](O)C=1C=NC=CC1